COC=1C=C(\C=C\2/CN(C\C(\C2=O)=C/C2=CC(=CC=C2)OC)C(CCCC(=O)NC=2SC(=NN2)S)=O)C=CC1 5-(3,5-Bis((E)-3-methoxybenzylidene)-4-oxopiperidin-1-yl)-5-oxo-N-(5-sulfanyl-1,3,4-thiadiazol-2-yl)pentanamide